1-Acetoxy-2,4-dihydroxyheptadeca-16-ene C(C)(=O)OCC(CC(CCCCCCCCCCCC=C)O)O